CC1(N(CCNC1)C(=O)C1CC=2N(CC1)N=CC2CO)C (2,2-dimethylpiperazin-1-yl)(3-(hydroxymethyl)-4,5,6,7-tetrahydropyrazolo[1,5-a]pyridin-5-yl)methanone